CITRONELLYL FORMATE (3,7-dimethyloct-6-en-1-yl formate) CC(CCC(=O)O)CCC=C(C)C.C(=O)OCCC(C)CCC=C(C)C